ClC=1C=C(N)C=C(C1F)Cl 3,5-dichloro-4-fluoroaniline